N=C(CCCSCCC(=O)OCCCCCCCCC)NCCCCCNC(CCCSCCC(=O)OCCCCCCCCC)=N dinonyl 8,16-diimino-4,20-dithia-9,15-diazatricosanedioate